(1R,5S,6r)-6-[(Z)-(cyclohexylimino)(methylthio)methyl]-3-azabicyclo[3.1.0]Hexane C1(CCCCC1)\N=C(\C1[C@H]2CNC[C@@H]12)/SC